(4-(dimethylamino)pyridin-3-yl)-4-azaspiro[2.4]heptane-4-carboxylic acid tert-butyl ester C(C)(C)(C)OC(=O)N1C2(CC2C=2C=NC=CC2N(C)C)CCC1